FC1=C(C=CC(=C1)C(C(=O)N(C)CC(CN1C=NC=C1)(O)C1=CC=C(C=C1)Cl)C)C1=CC=CC=C1 (2-fluoro-[1,1'-biphenyl]-4-yl)-N-(2-(4-chlorophenyl)-2-hydroxy-3-(1H-imidazol-1-yl)propyl)-N-methylpropanamide